C1N(CCC2CCNCC12)C(=O)O.CC(C)(C)[S@@](=O)N[C@H]1CCCC=2N(C3=CC=C(C=C3C12)C1=CC=CC=C1)S(=O)(=O)C1=CC=C(C)C=C1 (R)-2-methyl-N-((S)-6-phenyl-9-p-toluenesulfonyl-2,3,4,9-tetrahydro-1H-carbazol-4-yl)propane-2-sulfinamide octahydro-2,7-naphthyridine-2(1H)-carboxylate